(S)-N-hydroxy-4-(tetrahydro-2H-pyran-4-carbonyl)-3-(p-tolyl)-2,3,4,5-tetrahydrobenzo[f][1,4]oxazepine-8-carboxamide ONC(=O)C1=CC2=C(CN([C@H](CO2)C2=CC=C(C=C2)C)C(=O)C2CCOCC2)C=C1